C(C=C)(=O)OCCC[Si](OCCC)(OCCC)C 3-acryloxypropyl-methyl-dipropyl-oxysilane